COC(NS(=O)(=O)N1N=CC=C1C(N[C@H](C(=O)N[C@@H](C[C@H]1C(NCCC1)=O)C#N)CC1CC1)=O)=O.C(C1=CC=CC=C1)OC(=O)[N]C(=O)OCC1=CC=CC=C1 benzyloxycarbonyl-(Cbz)nitrogen Methyl-(5-(((S)-1-(((S)-1-cyano-2-((S)-2-oxopiperidin-3-yl)ethyl)amino)-3-cyclopropyl-1-oxopropan-2-yl)carbamoyl)-1H-pyrazol-1-yl)sulfonylcarbamate